1-(5-bromopent-1-yn-1-yl)-3-((2-ethylhexyl)oxy)-5-pentadecylbenzene BrCCCC#CC1=CC(=CC(=C1)CCCCCCCCCCCCCCC)OCC(CCCC)CC